ClC=1C=C2C=C(N(C2=CC1)CC1=C(C=CC=C1)OC)C(=O)N1CCN(CC1)C1=NC=CC=N1 (5-chloro-1-(2-methoxybenzyl)-1H-indol-2-yl)(4-(pyrimidin-2-yl)piperazin-1-yl)methanone